C(CCC)N(CCCC)C[Si](OCC)(OCC)C N,N-dibutylaminomethyl-methyldiethoxysilane